BrC=1C=C2C(=NC1)NN=C2CC 5-bromo-3-ethyl-1H-pyrazolo[3,4-b]pyridine